6-fluoro-1-methyl-1H-indole-5-carboxylic Acid FC1=C(C=C2C=CN(C2=C1)C)C(=O)O